(E)-(6-methoxy-4-(4-methoxystyryl)benzofuran-2-yl)(pyrrolidin-1-yl)methanone COC1=CC2=C(C=C(O2)C(=O)N2CCCC2)C(=C1)\C=C\C1=CC=C(C=C1)OC